(8S,11S,15R)-15-ethoxy-22-fluoro-13,18-dimethyl-7-oxa-5,10,13,17,19,26-hexazapentacyclo[15.6.1.12,6.18,11.020,24]hexacosa-1(23),2(26),3,5,18,20(24),21-heptaen-12-one C(C)O[C@H]1CN(C([C@H]2NC[C@@H](OC3=NC=CC(C4=CC(=CC=5N=C(N(C1)C45)C)F)=N3)C2)=O)C